CN(C1=C(C=C(C=C1)C1=NC=C(C=C1)C(NCC=1C(=NC=CC1)C)=O)C)C(CCNC(OC)=O)=O Methyl N-[3-[N,2-dimethyl-4-[5-[(2-methyl-3-pyridyl)methylcarbamoyl]-2-pyridyl]anilino]-3-oxo-propyl]carbamate